(E)-3-(4-bromo-3-methyl-2-oxo-2,3-dihydro-1H-benzo[d]imidazol-1-yl)piperidine-2,6-dione BrC1=CC=CC=2N(C(N(C21)C)=O)C2C(NC(CC2)=O)=O